N6-{[2-(3-methyl-3H-diaziren-3-yl)ethoxy]carbonyl}-L-lysine CC1(N=N1)CCOC(=O)NCCCC[C@H](N)C(=O)O